BrC1=C(C=C(C(=O)N2CC=3N=C(N(C(C3C[C@H]2C)=O)C2=CC=C(C=C2)O)Cl)C=C1)C(F)(F)F (R)-7-(4-bromo-3-(trifluoromethyl)benzoyl)-2-chloro-3-(4-hydroxyphenyl)-6-methyl-5,6,7,8-tetrahydropyrido[3,4-d]pyrimidin-4(3H)-one